(3R,7S)-7-Amino-18-{[(2R)-2-amino-2-carboxyethyl]sulfanyl}-3-[1-benzyl-4-(2,5-difluorophenyl)-1H-pyrrol-2-yl]-4-glycoloyl-2,2-dimethyl-8,16-dioxo-12-oxa-4,9,15-triazanonadecan N[C@@H](CCN([C@H](C(C)(C)C)C=1N(C=C(C1)C1=C(C=CC(=C1)F)F)CC1=CC=CC=C1)C(CO)=O)C(NCCOCCNC(CC(C)SC[C@@H](C(=O)O)N)=O)=O